CC1=CC=2C3=C(NC2C=C1)CCN(C3)CC3(CC3)CC(=O)O 2-(1-((8-methyl-1,3,4,5-tetrahydro-2H-pyrido[4,3-b]indol-2-yl)methyl)cyclopropyl)acetic acid